FC=1C(=C(C=CC1F)C(=O)N1CC(C1)(O)CNC=1SC=CN1)NC1=C(C=C(C=C1)I)F 1-({3,4-difluoro-2-[(2-fluoro-4-iodophenyl)amino]phenyl}carbonyl)-3-[(1,3-thiazol-2-ylamino)methyl]azetidin-3-ol